ferric methylarsinate C[AsH]([O-])=O.[Fe+3].C[AsH]([O-])=O.C[AsH]([O-])=O